tert-Butyl N-[[1-(2,2-dimethyl-5-nitro-3H-benzofuran-6-yl)-4-fluoro-4-piperidyl]methyl]carbamate CC1(OC2=C(C1)C=C(C(=C2)N2CCC(CC2)(F)CNC(OC(C)(C)C)=O)[N+](=O)[O-])C